CC1(N(C(N(C1=O)C1=CC(=C(C#N)C=C1)C(F)(F)F)=O)CCNC1=NC=CC=C1)C 4-(4,4-dimethyl-2,5-dioxo-3-(2-(pyridin-2-ylamino)ethyl)imidazolin-1-yl)-2-(trifluoromethyl)benzonitrile